5-(hydroxymethyl)pyrimidin-4(3H)-one OCC=1C(NC=NC1)=O